3-((3,4-dimethoxyphenyl)sulfonyl)-6,7-dimethoxy-4-(1H-1,2,4-triazol-1-yl)quinoline COC=1C=C(C=CC1OC)S(=O)(=O)C=1C=NC2=CC(=C(C=C2C1N1N=CN=C1)OC)OC